1-[3-(trifluoromethoxy)pyridin-2-yl]Methylamine FC(OC=1C(=NC=CC1)CN)(F)F